C(C)[SiH](C1=CC=C(C=C1)C(=C)C1=CC=C(C=C1)N(C)C)CC 1-[4-(diethylsilyl)phenyl]-1-[4-(N,N-dimethylamino)phenyl]ethene